O=C1NC(CCC1N1C(C2=CC=CC(=C2C1)OCCCN1[C@@H](CCC1)C(=O)N1CCC(CC1)(C#N)C1=CC=C(C=C1)F)=O)=O 1-((3-((2-(2,6-dioxopiperidin-3-yl)-1-oxoisoindol-4-yl)oxy)propyl)-L-prolyl)-4-(4-fluorophenyl)piperidine-4-carbonitrile